C(CC)[C@H]1C[C@H](NC1)C(=O)OC methyl (2S,4S)-4-propylpyrrolidine-2-carboxylate